(6aR)-8-acryloyl-1-(2-azabicyclo[3.1.0]hex-2-yl)-4-chloro-3-(2-fluoro-6-hydroxyphenyl)-6,6a,7,8,9,10-hexahydro-12H-pyrazino[2,1-c]pyrido[3,4-f][1,4]oxazepin-12-one C(C=C)(=O)N1C[C@@H]2COC3=C(C(N2CC1)=O)C(=NC(=C3Cl)C3=C(C=CC=C3O)F)N3C1CC1CC3